[Br-].[Br-].[Zr+2] zirconium dibromide